ClC=1C(=NC(=C(C(=O)NC2=CC(=C(C=C2)F)C(N)=NC#N)C1)N1CCC(CCC1)(F)F)C 5-chloro-N-(3-(N'-cyanoamidino)-4-fluorophenyl)-2-(4,4-difluoroazepan-1-yl)-6-methylnicotinamide